6-fluoroquinolin FC=1C=C2C=CC=NC2=CC1